O1CCCC2=CC3=C(C=C12)C=CC=C3 dihydrobenzo[g]chromene